di-n-butylaminomethyltrimethoxysilane C(CCC)N(CCCC)C[Si](OC)(OC)OC